N-((S)-5-Methyl-4-oxo-2,3,4,5-tetrahydrobenzo[b][1,4]oxazepin-3-yl)-3,4,5,5a,6,6a-hexahydrocyclopropa[e]indazol-1-carboxamid CN1C2=C(OC[C@@H](C1=O)NC(=O)C1=NNC=3CCC4C(C13)C4)C=CC=C2